C(=O)(O)C(O)C(O)C(=O)O.CC1=NSNC=C1 methylthiapyrimidine tartrate